(S)-2-((((9H-fluoren-9-yl)methoxy)carbonyl)amino)-3-(4'-(methylsulfonyl)-[1,1'-biphenyl]-4-yl)propanoic acid C1=CC=CC=2C3=CC=CC=C3C(C12)COC(=O)N[C@H](C(=O)O)CC1=CC=C(C=C1)C1=CC=C(C=C1)S(=O)(=O)C